FC1CN(CCC1NC1=CC=CC=2C(=C(OC21)C#CC)N2C=CC=C2)C 3-(7-((3-fluoro-1-methylpiperidin-4-yl)amino)-3-(1H-pyrrol-1-yl)benzofuran-2-yl)prop-2-yn